N1[C@@H](CCC1)C(=O)N[C@@H]([C@@H](C)CC)C(=O)N[C@@H](CC[Se]C)C(=O)N[C@@H](CC1=CC=CC=C1)C(=O)O Prolyl-isoleucyl-selenomethionyl-phenylalanine